C(C)(C)(C)OC(NC1CC(C1)OC1=CC(=C(C=C1)C)C(NC1(CC1)C1=CC=CC2=CC=CC=C12)=O)=O tert-butyl(3-(4-methyl-3-((1-(naphthalen-1-yl)cyclopropyl)carbamoyl) phenoxy)cyclobutyl)carbamate